yttrium undecanate C(CCCCCCCCCC)(=O)[O-].[Y+3].C(CCCCCCCCCC)(=O)[O-].C(CCCCCCCCCC)(=O)[O-]